Cl.FC=1C=C(C=CC1)NC1=CC(=CC(=N1)C(=O)NC1CC2=CC=C(C=C2C1)F)N 6-(3-Fluorophenylamino)-4-amino-N-(5-fluoro-2,3-dihydro-1H-inden-2-yl)pyridine-2-carboxamide hydrochloride